(E)-(3-azidoprop-1-en-1-yl)cyclohexane 2-Vinylpyrrolidine-1-carboxylate C(=C)C1N(CCC1)C(=O)O.N(=[N+]=[N-])C/C=C/C1CCCCC1